3,3-Bis(bromoethyl)-1,5-dioxaspiro[5.11]heptadecane BrCCC1(COC2(OC1)CCCCCCCCCCC2)CCBr